FC=1C=C2C(=CN(C(C2=CC1F)=O)C)[C@@H](C)N(C(C1=CC(=C(C=C1)C(F)(F)F)F)=O)C |r| Racemic-N-(1-(6,7-difluoro-2-methyl-1-oxo-1,2-dihydroisoquinolin-4-yl)ethyl)-3-fluoro-N-methyl-4-(trifluoromethyl)benzamide